4-((1-cyclopropyl-3-(tetrahydro-2H-pyran-4-yl)-1H-pyrazol-4-yl)oxy)-2-iodo-1-tosyl-1H-pyrrolo[2,3-b]pyridine C1(CC1)N1N=C(C(=C1)OC1=C2C(=NC=C1)N(C(=C2)I)S(=O)(=O)C2=CC=C(C)C=C2)C2CCOCC2